dimethyl-1,4-butanediamine CC(CCCN)(N)C